ferrous cyclohexanehexadecanoate C1(CCCCC1)CCCCCCCCCCCCCCCC(=O)[O-].[Fe+2].C1(CCCCC1)CCCCCCCCCCCCCCCC(=O)[O-]